6,15-bis(trifluoromethyl)-19-oxa-3,4,13,18-tetraazatricyclo[12.3.1.12,5]nonadeca-1(18),2,4,14,16-penta-en-6-ol FC(C1(C2=NN=C(C=3C=CC(=C(NCCCCCC1)N3)C(F)(F)F)O2)O)(F)F